1,8-dichlorobenzo[4,5]selenopheno[2,3-c]pyridine ClC1=NC=CC2=C1[Se]C1=C2C=CC=C1Cl